4-(N-ETHYLSULPHONAMIDO)BENZENEBORONIC ACID B(C1=CC=C(C=C1)S(=O)(=O)NCC)(O)O